3-((1-(6-((S)-4-Benzyl-2-oxooxaolidin-3-yl)-4-methylpyridin-2-yl)ethyl)amino)-6-bromopicolinic acid C(C1=CC=CC=C1)C1[C@H](C(OC1)=O)C1=CC(=CC(=N1)C(C)NC=1C(=NC(=CC1)Br)C(=O)O)C